(4-(((5-(4-dimethylaminophenyl)-4-cyclopropyl-4H-1,2,4-triazol-3-yl)thio)methyl)phenyl)boronic acid CN(C1=CC=C(C=C1)C=1N(C(=NN1)SCC1=CC=C(C=C1)B(O)O)C1CC1)C